C(#N)C1=C(N=C(S1)NC=1C(=NN2C1C=C(C(=C2)F)N2CCN(CC2)C(=O)OC(C)(C)C)C(C([2H])([2H])[2H])([2H])[2H])C2=CC=C(C=C2)F tert-butyl 4-(3-((5-cyano-4-(4-fluorophenyl)thiazol-2-yl)amino)-2-(ethyl-d5)-6-fluoropyrazolo[1,5-a]pyridin-5-yl)piperazine-1-carboxylate